C[C@]12CC[C@H]3C([C@@H]1CC[C@@H]2O)[C@@H](CC4=C3C=CC(=C4)O)CCCCCCCCCS(=O)CCCC(C(F)(F)F)(F)F 7α,17β-[9-[(4,4,5,5,5-pentafluoropentyl)sulfinyl]nonyl]estra-1,3,5(10)-triene-3,17-diol